(S)-(4-Amino-4-oxo-1-phenylbutyl)-5-(3-(trifluoromethyl)pyrrolidin-1-yl)-3,4-dihydroisoquinoline-2(1H)-carboxamide NC(CCC(C1=CC=CC=C1)[C@@H]1N(CCC2=C(C=CC=C12)N1CC(CC1)C(F)(F)F)C(=O)N)=O